7-(4-cyclopropyl-6-methoxypyrimidin-5-yl)-1-(4-(1-methyl-4-(trifluoromethyl)-1H-imidazol-2-yl)benzyl)-1,8-naphthyridin-2(1H)-one C1(CC1)C1=NC=NC(=C1C1=CC=C2C=CC(N(C2=N1)CC1=CC=C(C=C1)C=1N(C=C(N1)C(F)(F)F)C)=O)OC